O=C1N(CCC(N1)=O)C1=C(C=C(C(=O)N2CCN(CC2)CC2CCN(CC2)NC(OC(C)(C)C)=O)C=C1)OC tert-butyl (4-((4-(4-(2,4-dioxotetrahydropyrimidin-1(2H)-yl)-3-methoxybenzoyl)piperazin-1-yl) methyl)piperidin-1-yl)carbamate